2-[7-[(tert-butoxycarbonyl)amino]-2H,3H,4H-pyrido[2,3-b][1,4]oxazepin-1-yl]-4-(4-[[2-(4-chlorophenyl)-4,4-dimethylcyclohexen-1-en-1-yl]methyl]piperazin-1-yl)benzoic acid C(C)(C)(C)OC(=O)NC=1C=CC2=C(OCCCN2C2=C(C(=O)O)C=CC(=C2)N2CCN(CC2)CC2=C(CC(C=C2)(C)C)C2=CC=C(C=C2)Cl)N1